O1CCN(CC1)CCN1CCN(CC1)C(=O)C=1N=C(OC1C1=C(C=CC=C1)[N+](=O)[O-])C1=CC=C(C=C1)C(F)(F)F (4-(2-morpholinoethyl)piperazin-1-yl)(5-(2-nitrophenyl)-2-(4-(trifluoromethyl)phenyl)Oxazol-4-yl)methanone